C(C)(C)(C)OC(=O)N1CCC(=CC1)C1=C(C=C(C=C1)NC1C(NC(CC1)=O)=O)C 4-[4-[(2,6-dioxo-3-piperidinyl)amino]-2-methyl-phenyl]-3,6-dihydro-2H-pyridine-1-carboxylic acid tert-butyl ester